C(C1=CC=C(C=C1)NC(=O)N(C)C)C1=CC=C(C=C1)NC(=O)N(C)C 1,1'-(methylenedi-p-phenylene)bis[3,3-dimethylurea]